1-butyl-2,4-diphenyl-1H-imidazol C(CCC)N1C(=NC(=C1)C1=CC=CC=C1)C1=CC=CC=C1